CC(CC[C@@H](C(=O)O)NC(=O)C=1C=NC(=CC1)OC1=CC=CC2=CC(=CC=C12)C(NC)=O)(C)C (2S)-5,5-dimethyl-2-[[6-[[6-(methylcarbamoyl)-1-naphthyl]oxy]pyridine-3-carbonyl]amino]hexanoic acid